Br[C@H](C(=O)OCC)[C@@H](O)C1=C(C(=C(C=C1)F)F)OC |r| rac-ethyl (2S,3S)-2-bromo-3-(3,4-difluoro-2-methoxyphenyl)-3-hydroxypropanoate